CN1C(=NC=C1)C1=NN2C(C=N1)=C(C=C2)C2=CC=CC=C2 2-(1-methyl-1H-imidazol-2-yl)-5-phenylpyrrolo[2,1-f][1,2,4]triazine